ClC1=C(C=C(C=C1)[C@@H](CC(=O)O)C1CC1)NC([C@H]([C@H](C(F)(F)F)C)C1=CC2=C(OC(O2)(C)C)C=C1)=O (S)-3-(4-chloro-3-((2R,3R)-2-(2,2-dimethylbenzo[d][1,3]dioxolan-5-yl)-4,4,4-Trifluoro-3-methylbutanamido)phenyl)-3-cyclopropylpropionic acid